COC(CCCCCCCC1C(C1)CCCCCCCCCCC(CCCCCCCCC)N(C)C)=O methyl-8-{2-[11-(dimethylamino)icosyl]cyclopropyl}octanoate